C1=CC=CC1C(=O)O 5-cyclopentadienyl-carboxylic acid